2-[4-[6-[3-(6-methyl-2-pyridyl)-1H-pyrazol-4-yl]-1,5-naphthyridin-3-yl]pyrazol-1-yl]acetic acid CC1=CC=CC(=N1)C1=NNC=C1C=1N=C2C=C(C=NC2=CC1)C=1C=NN(C1)CC(=O)O